N,N-dimethyl-4-(tetramethyl-1,3,2-dioxaborolan-2-yl)-1,3-thiazol-2-amine CN(C=1SC=C(N1)B1OC(C(O1)(C)C)(C)C)C